FC(CN(C(C1=C(C=CC(=C1)F)C=1C=C(N2C1C=NC=C2)C2CN(C2)C(C(C)C)CCCN(C)CCOC)=O)C(C)C)F N-(2,2-difluoroethyl)-5-fluoro-2-[6-(1-{6-[(2-methoxyethyl)(methyl)amino]-2-methylhexane-3-yl}azetidin-3-yl)pyrrolo[1,2-a]pyrazin-8-yl]-N-(isopropyl)benzamide